1-[(2E)-3-(4,5-dihydropyrimidin-2-yl)-2-methylprop-2-enoyl]-5,6-dihydropyridin-2(1H)-one N=1C(=NCCC1)/C=C(/C(=O)N1C(C=CCC1)=O)\C